FC1(C2CC[C@@H](C(N(C12)C)=O)N1C(C2=CC=CC=C2C1=O)=O)F 2-((4S)-8,8-difluoro-2-methyl-3-oxo-2-azabicyclo[5.1.0]oct-4-yl)isoindoline-1,3-dione